C1(CC1)C=1C=C(CN(C(CN(S(=O)(=O)C2=C(C(=C(C(=C2F)F)F)F)F)CC=2C=NC=CC2C(F)(F)F)=O)C2=C(C=C(C(=O)O)C=C2)C)C=C(C1)C1CC1 4-(N-(3,5-dicyclopropylbenzyl)-2-(N-((4-(trifluoromethyl)pyridin-3-yl)methyl)-(2,3,4,5,6-pentafluoro-phenyl)sulfonamido)acetamido)-3-methylbenzoic acid